C(CCCCCCC\C=C/C\C=C/CCCCC)C1(OCC(O1)CCO)CCCCCCCC\C=C/C\C=C/CCCCC 2-(2,2-di((9Z,12Z)-octadeca-9,12-dien-1-yl)-1,3-dioxolan-4-yl)ethan-1-ol